6,6-difluorospiro[3.3]heptan-2-amine hydrochloride Cl.FC1(CC2(CC(C2)N)C1)F